3-(2-((1-i-propylcyclopentyl)oxycarbonyl)ethylthio)propyltrimethoxysilane C(C)(C)C1(CCCC1)OC(=O)CCSCCC[Si](OC)(OC)OC